1-(3-chloropyrazin-2-yl)ethan-1-ol ClC=1C(=NC=CN1)C(C)O